(3R,4R)-3-hydroxy-4-[(5R)-5H-imidazo[4,3-a]isoindol-5-yl]pyrrolidine-1-sulfonamide O[C@H]1CN(C[C@@H]1[C@H]1N2C(C3=CC=CC=C13)=CN=C2)S(=O)(=O)N